Dimethylazelat COC(CCCCCCCC(=O)OC)=O